O1C(CC1)C1(CCNCC1)CCC1=CC=CC=C1 4-(oxetan-2-yl)-4-phenethylpiperidine